4-(5-fluoroquinoline-2-yl)benzenesulfonamide FC1=C2C=CC(=NC2=CC=C1)C1=CC=C(C=C1)S(=O)(=O)N